C(C1=CC=CC=C1)OC1=C2N=CN(C2=NC(=N1)N1CCOCC1)N=CC=1C=C(C=CC1)C N-(6-(benzyloxy)-2-morpholino-9H-purin-9-yl)-1-(m-tolyl)methanimine